[(E)-1-(4-phenylsulfanylbenzoyl)heptylideneamino] benzoate C(C1=CC=CC=C1)(=O)O/N=C(\CCCCCC)/C(C1=CC=C(C=C1)SC1=CC=CC=C1)=O